COC1=C(C=CC=C1)B(O)O o-methoxyphenylboronic acid